CC(=C)C#CC(CCC(C)C)(O)C 2,5,8-trimethyl-1-nonen-3-yn-5-ol